O1CC(CC1)CC1N(CC2=C1CN(C2)S(=O)(=O)C2=CC=C(C=C2)OC(F)F)C(=O)N Oxolan-3-ylmethyl-5-[4-(difluoromethoxy)benzenesulfonyl]-1H,2H,3H,4H,5H,6H-pyrrolo[3,4-c]pyrrole-2-carboxamide